CC1=CC=C(C(=O)N2CCC=3C2=CN=CC3C3=CC=C(C#N)C=C3)C=C1 4-[1-(4-methylbenzoyl)-2,3-dihydro-1H-pyrrolo[2,3-c]pyridin-4-yl]Benzonitrile